terphenyl-4-thiol C1=CC=C(C=C1)C2=CC=CC=C2C3=CC=C(C=C3)S